(5-(4-fluoro-2-isobutyrylaminophenoxy)pyrimidin-4-yl)-2,7-diazaspiro[4.4]nonane-2-carboxylic acid tert-butyl ester C(C)(C)(C)OC(=O)N1C(C2(CC1)CNCC2)C2=NC=NC=C2OC2=C(C=C(C=C2)F)NC(C(C)C)=O